N,N'-dicyclohexyl-p-phenylenedicarboxamide C1(CCCCC1)NC(=O)C1=CC=C(C=C1)C(=O)NC1CCCCC1